((1R)-1-(2-(cyclopropylmethyl)-3-((3-methoxybenzyl)amino)-3-oxopropanamido)-3-methylbutyl)boronic acid C1(CC1)CC(C(=O)N[C@@H](CC(C)C)B(O)O)C(=O)NCC1=CC(=CC=C1)OC